1-phenyl-1-[4-(4-vinyl-benzyloxymethyl)-phenyl]-prop-2-yn-1-ol C1(=CC=CC=C1)C(C#C)(O)C1=CC=C(C=C1)COCC1=CC=C(C=C1)C=C